C(#N)C1=CC(=C(OCC2=CC=CC(=N2)OC2CCN(CC2)CC2=NC3=C(N2CC2=CN=CN2CC2CC2)C=C(C=C3)C(=O)O)C=C1)F 2-((4-((6-((4-cyano-2-fluorophenoxy)methyl)pyridin-2-yl)oxy)piperidin-1-yl)methyl)-1-((1-(cyclopropylmethyl)-1H-imidazol-5-yl)methyl)-1H-benzo[d]imidazole-6-carboxylic acid